[I-].OC(CN1C=[N+](C=C1)CC1=CC=C(C=C1)C=C)COC1=CC=CC=C1 1-(2-Hydroxy-3-phenoxy-propan-1-yl)-3-(4-vinylbenzyl)-1H-imidazolium iodid